C(C1=CC=CC=C1)(=O)C=1C=C(C=CC1)C(C(=O)N(C)CC(CN1C=NC=C1)(O)C1=CC=C(C=C1)Cl)C (3-benzoylphenyl)-N-(2-(4-chlorophenyl)-2-hydroxy-3-(1H-imidazol-1-yl)propyl)-N-methylpropanamide